FC=1C=CC(=C(C1)CC#N)C(F)(F)F 5-Fluoro-2-trifluoromethylbenzeneacetonitrile